((2R,3S)-3-((4-methylbenzoyl)oxy)-5-(2-oxo-2,3-dihydro-1H-imidazol-1-yl)tetrahydrofuran-2-yl)methyl 4-methylbenzoate CC1=CC=C(C(=O)OC[C@H]2OC(C[C@@H]2OC(C2=CC=C(C=C2)C)=O)N2C(NC=C2)=O)C=C1